5-(3-chlorophenyl)furan-2(3H)-one ClC=1C=C(C=CC1)C1=CCC(O1)=O